BrCCCS=C(C)[O-] S-(3-bromopropyl)ethanethioate